BrC(C(=O)Br)C 2-bromo-propanoyl bromide